C(C1=CC=CC=C1)(=O)OC[C@H]1O[C@H]([C@@H]([C@]1(C)O)O)N1N=CC=2C1=NC(=NC2N2C[C@@H]1[C@H](C2)CCC1)Cl ((2R,3S,4R,5R)-5-(6-chloro-4-((3aR,6aS)-hexahydrocyclopenta[c]pyrrol-2(1H)-yl)-1H-pyrazolo[3,4-d]pyrimidin-1-yl)-3,4-dihydroxy-3-methyltetrahydrofuran-2-yl)methyl benzoate